CS(=O)(=O)[O-].C(CCCC)[NH+]1C=C(C=C1)CCC 1-Pentyl-3-propylpyrrolium methansulfonat